C(N)(=N)N1CCC(=CC1)C1=CC=C(C(=O)NC=2SC(=CC2)C=2CCN(CC2)C(N)=N)C=C1 4-(1-carbamimidoyl-1,2,3,6-tetrahydropyridin-4-yl)-N-[5-(1-carbamimidoyl-1,2,3,6-tetrahydropyridin-4-yl)thiophen-2-yl]benzamide